NC1=NC2=CC=C(C=C2C=C1O[C@@H](C)C1=NC(=CC=C1N1N=CC=C1)O)C(C)=O 1-(2-amino-3-{(1S)-1-[6-hydroxy-3-(1H-pyrazol-1-yl)pyridin-2-yl]ethoxy}quinolin-6-yl)ethanone